[Br-].C(=C)N1CN(C=C1)CCCCCC 1-vinyl-3-hexyl-imidazole bromide salt